C(C=C)(=O)N1C[C@@H]2COC3=C(C(N2CC1)=O)C(=NC(=C3Cl)C3=C(C=CC=C3O)Cl)N3[C@H](CN(CC3)C)C (3R,6aR)-8-acryloyl-4-chloro-3-(2-chloro-6-hydroxyphenyl)-1-((S)-2,4-dimethylpiperazin-1-yl)-6,6a,7,8,9,10-hexahydro-12H-pyrazino[2,1-c]pyrido[3,4-f][1,4]oxazepin-12-one